tripropyl-1,2,4-benzenetricarboxylic acid C(CC)C=1C(=C(C(=C(C1C(=O)O)C(=O)O)CCC)C(=O)O)CCC